tert-butyl 2,2',2'',2'''-(2-(4-(7-bromoheptanamido)benzyl)-1,4,7,10-tetraazacyclododecane-1,4,7,10-tetrayl)tetraacetate BrCCCCCCC(=O)NC1=CC=C(CC2N(CCN(CCN(CCN(C2)CC(=O)[O-])CC(=O)[O-])CC(=O)[O-])CC(=O)OC(C)(C)C)C=C1